N2-(4-(2,5-dimethyloxazol-4-yl)-2-ethoxyphenyl)-6-methyl-N8-((3-methyltetrahydrofuran-3-yl)methyl)pyrido[3,4-d]pyrimidine-2,8-diamine CC=1OC(=C(N1)C1=CC(=C(C=C1)NC=1N=CC2=C(N1)C(=NC(=C2)C)NCC2(COCC2)C)OCC)C